behenyl-dimethylallyl-ammonium chloride [Cl-].C(CCCCCCCCCCCCCCCCCCCCC)[NH2+]CC=C(C)C